hydroxy-naphthyl-benzimidazol OC1=CC=CC=2N=C(NC21)C2=CC=CC1=CC=CC=C21